tert-butyl-2-(4-bromo-2-fluoro-6-methoxyphenyl)-1-isopropyl-4-(trifluoromethyl)imidazole C(C)(C)(C)C1=C(N=C(N1C(C)C)C1=C(C=C(C=C1OC)Br)F)C(F)(F)F